C(C(C)C)C1=CC=C(C=C1)C1=NC2=C(N1)C=CC(=C2)N 2-(4-isobutylphenyl)-1H-benzo[d]imidazol-5-amine